C(C)(C)(C)OC(=O)N1CCC(CC1)(C)/C(/COC)=N/O (Z)-4-(1-(hydroxyimino)-2-methoxyethyl)-4-methylpiperidine-1-carboxylic acid tert-butyl ester